O=C1NC(CCC1N1C(C2=CC=C(C=C2C1=O)OCCCC=1C=NC(=CC1)N1CCNCC1)=O)=O 2-(2,6-dioxopiperidin-3-yl)-5-(3-(6-(piperazin-1-yl)pyridin-3-yl)propoxy)isoindoline-1,3-dione